C[C@H]1O[C@H](CC2=NC(=C(C(=C21)C2=C1C=NNC1=CC=C2C)C#N)N2CC1(CN(C1)C(C=C)=O)CC2)C (5R,7S)-5,7-dimethyl-4-(5-methyl-1H-indazol-4-yl)-2-(2-(2-propenoyl)-2,6-diazaspiro[3.4]octan-6-yl)-7,8-dihydro-5H-pyrano[4,3-b]pyridine-3-carbonitrile